ClC1=C(C(=O)N[C@H]2[C@H]3CC[C@@H](C2)N3C#N)C=CC(=C1)C=1C(=CC=3N(C1)C=CN3)C 2-chloro-N-((1R,2R,4S)-7-cyano-7-azabicyclo[2.2.1]heptan-2-yl)-4-(7-methylimidazo[1,2-a]pyridin-6-yl)benzamide